N,N-Dimethyl-aminopropyne CN(C)C#CC